3-cyclopentene-1,1-dicarboxylic acid C1(CC=CC1)(C(=O)O)C(=O)O